[N+](=O)([O-])C=1C=C(C(=O)NC=2C=C(C=CC2O)C(C(F)(F)F)(C(F)(F)F)C2=CC(=C(C=C2)O)NC(C2=CC(=CC=C2)[N+](=O)[O-])=O)C=CC1 2,2-bis(3-(3-nitrobenzoylamino)-4-hydroxyphenyl)hexafluoropropane